1-isopropyl-6-nitro-4-oxo-1,4-dihydroquinoline-3-carboxylic acid C(C)(C)N1C=C(C(C2=CC(=CC=C12)[N+](=O)[O-])=O)C(=O)O